C(C)OC(CCC(=O)C1=C(C=CC=C1)Cl)=O 4-(2-chlorophenyl)-4-oxobutanoic acid ethyl ester